COC1=C(C(=NN1)C1=NC(=CC=C1)C)C1=NC2=CC(=CN=C2C=C1)N1CCNCC1 2-[5-methoxy-3-(6-methyl-2-pyridyl)-1H-pyrazol-4-yl]-7-piperazin-1-yl-1,5-naphthyridine